C(C1=CC=CC=C1)OCCCCN1N=NC2=C1C=CC(=C2C)C(C(C(=O)OC)(C)C)C2=CC(=C(C=C2)C)CO methyl 3-{1-[4-(benzyloxy)butyl]-4-methyl-1H-benzotriazol-5-yl}-3-[3-(hydroxymethyl)-4-methylphenyl]-2,2-dimethylpropanoate